(3S,4R)-4-{[6-(4-chloro-2-hydroxyphenyl)-5-methyl-1,2,4-triazin-3-yl]amino}oxane-3-ol ClC1=CC(=C(C=C1)C1=C(N=C(N=N1)N[C@H]1[C@@H](COCC1)O)C)O